3-(3-(but-3-yn-1-yl)-3H-diazirin-3-yl)-N-(1-(6-(2-chlorophenyl)pyridazin-3-yl)piperidin-4-yl)propenamide C(CC#C)C1(N=N1)C=CC(=O)NC1CCN(CC1)C=1N=NC(=CC1)C1=C(C=CC=C1)Cl